5-((1S,2R)-1-(6-chloro-4-(oxetan-3-ylmethyl)-1,1-dioxido-3,4-dihydro-2H-benzo[e][1,2,4]thiadiazin-2-yl)-2-(6-fluoro-2,3-dimethylphenyl)propyl)-1,3,4-oxadiazol-2(3H)-one ClC=1C=CC2=C(N(CN(S2(=O)=O)[C@@H]([C@H](C)C2=C(C(=CC=C2F)C)C)C2=NNC(O2)=O)CC2COC2)C1